FC1=CC(=NC=C1)C1=C2CCNC2=CC=C1 4-(4-fluoropyridin-2-yl)-2,3-dihydro-1H-indole